5-(pyrazolo[1,5-a]pyrimidin-6-yl)-2,3-dihydro-1H-inden-4-amine N1=CC=C2N1C=C(C=N2)C2=C(C=1CCCC1C=C2)N